C(C)(C)(C)OC(=O)N1[C@@H](CCC1)CCO.CN(C1=CC=NC=C1)C 4-(Dimethylamino)pyridine tert-butyl-(S)-2-(2-hydroxyethyl)pyrrolidine-1-carboxylate